C(C)(C)(C)OC(=O)N1[C@H]2CC(C[C@@H]1CC2)NC2=NC=C(C=C2N)Cl (1R,3r,5S)-3-((3-amino-5-chloropyridin-2-yl)amino)-8-azabicyclo[3.2.1]octane-8-carboxylic acid tert-butyl ester